1-(2-pyrimidin-2-yl-1,2,4-triazol-3-yl)ethylammonium N1=C(N=CC=C1)N1N=CN=C1C(C)[NH3+]